(R)-N-(2-(4-Cyanothiazolidin-3-yl)-2-oxoethyl)-6-(4-ethynyl-tetrahydro-2H-pyran-4-yl)quinoline-4-carboxamide C(#N)[C@H]1N(CSC1)C(CNC(=O)C1=CC=NC2=CC=C(C=C12)C1(CCOCC1)C#C)=O